C1(CC1)OC=1C(=CC(=C(OC2CN(C2)C)C1)C)[N+](=O)[O-] 3-(5-cyclopropoxy-2-methyl-4-nitrophenoxy)-1-methyl-azetidine